N-[(2,4-dimethoxyphenyl)methyl]-4-(isoquinolin-4-yl)-3-(methoxymethoxy)-6-(4-methyl-1,3-thiazol-2-yl)pyridin-2-amine COC1=C(C=CC(=C1)OC)CNC1=NC(=CC(=C1OCOC)C1=CN=CC2=CC=CC=C12)C=1SC=C(N1)C